methyl (E)-3-(3-(N-((4-(3-(tetrahydro-2H-pyran-4-yl)-1,2,4-oxadiazol-5-yl)bicyclo[2.2.2]octan-1-yl)methyl)cyclohexanecarboxamido)phenyl)acrylate O1CCC(CC1)C1=NOC(=N1)C12CCC(CC1)(CC2)CN(C(=O)C2CCCCC2)C=2C=C(C=CC2)/C=C/C(=O)OC